N1C=NC2=C1C=CC=C2N2CCC(CC2)(O)C 1-(1H-benzimidazol-4-yl)-4-methyl-piperidin-4-ol